Trimethyl-[2-[1-(2-trimethylsilylethoxymethyl)pyrrolo[2,3-b]pyridin-5-yl]ethynyl]silane C[Si](C#CC=1C=C2C(=NC1)N(C=C2)COCC[Si](C)(C)C)(C)C